6-(4-(3-(tert-butyl)-1-(4-chloro-3-methoxyphenyl)-1H-pyrazolo[4,3-b]pyridine-5-carbonyl)-3,3-dimethylpiperazin-1-yl)-2,4-dimethylnicotinic acid C(C)(C)(C)C1=NN(C=2C1=NC(=CC2)C(=O)N2C(CN(CC2)C2=NC(=C(C(=O)O)C(=C2)C)C)(C)C)C2=CC(=C(C=C2)Cl)OC